5-ethynyl-2-((4-(4-(2-hydroxyethyl)piperazin-1-yl)phenyl)amino)-8-phenylpyrido[2,3-d]pyrimidin-7(8H)-one C(#C)C1=CC(N(C=2N=C(N=CC21)NC2=CC=C(C=C2)N2CCN(CC2)CCO)C2=CC=CC=C2)=O